N-(3-((3-(4-azido-2-nitrophenylamino)propyl)(methyl)amino)propyl)-5-((3aS,6aR)-2-oxohexahydro-1H-thieno[3,4-d]imidazol-4-yl)pentanamide N(=[N+]=[N-])C1=CC(=C(C=C1)NCCCN(CCCNC(CCCCC1SC[C@@H]2NC(N[C@@H]21)=O)=O)C)[N+](=O)[O-]